5-(4'-chloro-2',5-difluoro-[1,1'-biphenyl]-2-yl)-3-(4-(1-methyl-4-(trifluoromethyl)-1H-imidazol-2-yl)phenyl)-1,2,4-oxadiazole ClC1=CC(=C(C=C1)C1=C(C=CC(=C1)F)C1=NC(=NO1)C1=CC=C(C=C1)C=1N(C=C(N1)C(F)(F)F)C)F